BrC=1C(=CC(=C(C1)O)I)Cl 5-Bromo-4-chloro-2-iodophenol